C1(C=CC=C2C3=CC=CC=C3N=C12)=O carbazolone